ClC=1C=C2C(=CC(=NC2=CC1)C(F)(F)F)N[C@@H]1C[C@@H](CCC1)NC(C1=C(C(=CC=C1F)NS(=O)(=O)CC)F)=O N-[(1R,3S)-3-{[6-chloro-2-(trifluoromethyl)quinolin-4-yl]amino}cyclohexyl]-3-ethanesulfonamido-2,6-difluorobenzamide